tri(2-bromophenyl)amine BrC1=C(C=CC=C1)N(C1=C(C=CC=C1)Br)C1=C(C=CC=C1)Br